N-(3-{6-[(3R)-3-aminobut-1-yn-1-yl]-5-(morpholin-4-yl)pyridin-3-yl}-4-methylphenyl)-2-(trifluoromethyl)pyridine-4-carboxamide N[C@@H](C#CC1=C(C=C(C=N1)C=1C=C(C=CC1C)NC(=O)C1=CC(=NC=C1)C(F)(F)F)N1CCOCC1)C